N[C@H]1CN(C[C@@H](C1)F)C(=O)C1=CC2=C(N(C(=N2)C=2N(C3=CC(=CC=C3C2)C=2C(=C(C=CC2)O)OC)CC2CC2)C)C(=C1)OC 3-(2-{5-[(3R,5R)-3-amino-5-fluoropiperidine-1-carbonyl]-7-methoxy-1-methyl-1H-1,3-benzodiazol-2-yl}-1-(cyclopropylmethyl)-1H-indol-6-yl)-2-methoxyphenol